4-(1-((tert-butyldimethylsilyl)oxy)cyclopropyl)-N-(3-((4-methoxyphenyl)thio)propyl)butan-1-amine [Si](C)(C)(C(C)(C)C)OC1(CC1)CCCCNCCCSC1=CC=C(C=C1)OC